C(=CCCCCCCCCCCCCCCCC)N1C(=C(C(C=2C=CC3=C(C12)OC=C3)=O)OC)C3=CC=CC=C3 N-octadecenyl-8-phenyl-7-methoxy-furo[3,2-h]quinolin-6-one